FCCOC=1C=C(C=CC1)[C@H](C1CCNCC1)C1=CC=CC=C1 |o1:10| (R or S)-4-((3-(2-Fluoroethoxy)phenyl)(phenyl)methyl)piperidine